trans-2-n-heptyl-1,3-dioxan-5-ol C(CCCCCC)[C@@H]1OC[C@H](CO1)O